iridium(III) bis(2-methyldibenzo[f,h]quinoxaline) CC1=NC2=C3C(=C4C(=C2N=C1)C=CC=C4)C=CC=C3.CC3=NC4=C1C(=C2C(=C4N=C3)C=CC=C2)C=CC=C1.[Ir+3]